7-bromo-3-methyl-5-(methylthio)-1,3-dihydro-10H-furo[3,4-d]pyrazino[1,2-a]pyrimidin-10-one BrC=1N=C(C=2N(C(C3=C(N2)C(OC3)C)=O)C1)SC